NC=1C=C(C#N)C=CC1N1CCC(CC1)O[Si](C)(C)C(C)(C)C 3-amino-4-(4-((tert-butyldimethylsilyl)oxy)piperidin-1-yl)benzonitrile